ClC=1N=C(SC1C(=O)C1=NC(=NO1)C1=CC(=CC=C1)F)N([C@@H](C)C(=O)OCC)C1=CC=C(C=C1)F |r| rac-ethyl N-(4-chloro-5-{[3-(3-fluorophenyl)-1,2,4-oxadiazol-5-yl]carbonyl}-1,3-thiazol-2-yl)-N-(4-fluorophenyl)alaninate